1-(3-chloro-4-fluorophenyl)-2,2,2-trifluoroethan-1-one ClC=1C=C(C=CC1F)C(C(F)(F)F)=O